ClC1=C(C=C(N=N1)CC#N)C 2-(6-chloro-5-methylpyridazin-3-yl)acetonitrile